2'-chloro-6-fluoro-3'-methoxy-5-(2-methoxyethoxy)-5'-(2-oxo-1-phenylethyl)-[1,1'-biphenyl]-2-carbonitrile ClC1=C(C=C(C=C1OC)C(C=O)C1=CC=CC=C1)C=1C(=CC=C(C1F)OCCOC)C#N